CC1=C(C(=CC(=C1)C)C)[S@](=O)\N=C\C(=O)OCC ethyl (S)-(E)-2-((2,4,6-trimethylphenyl)sulfinylimino)acetate